SCCC(=O)[O-] 3-mercaptopropionat